tert-Butyl 3-(2-((allyloxy)methyl)-5-chlorophenyl)morpholine-4-carboxylate C(C=C)OCC1=C(C=C(C=C1)Cl)C1N(CCOC1)C(=O)OC(C)(C)C